C1(CC1)N1N=NC=C1 1-cyclopropyl-1H-1,2,3-triazol